N1(CCC(CC1)C=1C=NC(=NC1)N1[C@@H](C2=C(NC=3N=NC(=CC32)C3=C(C=CC=C3)O)CC1)C)C1CCNCC1 (R)-2-(6-(5-([1,4'-bipiperidin]-4-yl)pyrimidin-2-yl)-5-methyl-6,7,8,9-tetrahydro-5H-pyrido[3',4':4,5]pyrrolo[2,3-c]pyridazin-3-yl)phenol